ClC=1C=C2C(=C(N(C2=CC1)C)C(=O)C1=CC=CC=C1)\N=N\C1=CC=C(C=C1)C (E)-(5-chloro-1-methyl-3-(p-tolyldiazenyl)-1H-indol-2-yl)(phenyl)methanone